2,2'-bipyridine-4,4-dicarboxylate N1=C(CC(C=C1)(C(=O)[O-])C(=O)[O-])C1=NC=CC=C1